2-(4-Cyano-phenoxy)-N-(6,7-dimethoxy-benzothiazol-2-yl)-2-(4-ethanesulfonyl-phenyl)-acetamide C(#N)C1=CC=C(OC(C(=O)NC=2SC3=C(N2)C=CC(=C3OC)OC)C3=CC=C(C=C3)S(=O)(=O)CC)C=C1